5-n-butyl-1-sec-butyl-4-hydroxy-3-isopropyl-pyrazole C(CCC)C1=C(C(=NN1C(C)CC)C(C)C)O